C(OC1(CN(CC1)C(=O)OC(C)(C)C)C(=O)OC)([2H])([2H])[2H] 1-(tert-butyl) 3-methyl 3-(methoxy-d3)pyrrolidine-1,3-dicarboxylate